N-(1-(2-((2-(2-fluoro-6-methoxyphenyl)pyrimidin-4-yl)amino)-5-(1-(tetrahydro-2H-pyran-4-yl)-1H-pyrazol-4-yl)pyridin-4-yl)piperidin-3-yl)acetamide FC1=C(C(=CC=C1)OC)C1=NC=CC(=N1)NC1=NC=C(C(=C1)N1CC(CCC1)NC(C)=O)C=1C=NN(C1)C1CCOCC1